ClC=1C=C(C=C(C1)Cl)NC1=NC2=CC(=C(C=C2C(N1)=O)OC)OC 2-((3,5-dichlorophenyl)amino)-6,7-dimethoxyquinazoline-4(3H)-One